1-methyl-2-oxo-2,3-dihydro-1H-benzo[d]imidazole-5-carbaldehyde CN1C(NC2=C1C=CC(=C2)C=O)=O